N-(4-(4-(2,3-dichlorophenyl)piperazin-1-yl)butyl)-2-(morpholinomethyl)-5,6,7,8-tetrahydrobenzo[4,5]thieno[2,3-d]pyrimidin-4-amine ClC1=C(C=CC=C1Cl)N1CCN(CC1)CCCCNC=1C2=C(N=C(N1)CN1CCOCC1)SC1=C2CCCC1